C(C=C)(=O)OCCN1C=[N+](C=C1)CCCC 1-(2-acryloyloxyethyl)-3-butylimidazolium